FC1=C(N=C(C2=C1N=C(N=C2N2CCOCC(C2)(O)C)OC[C@H]2N(CCC2)C)C#CC)C2=CC(=CC1=CC=C(C=C21)F)O 4-(8-fluoro-7-(7-fluoro-3-hydroxynaphthalen-1-yl)-2-(((S)-1-methylpyrrolidin-2-yl)methoxy)-5-(propynyl)pyrido[4,3-d]pyrimidin-4-yl)-6-methyl-1,4-oxazepan-6-ol